4-fluoro-2-methyl-6-[5-(piperidin-4-yl)thieno[2,3-d][1,3]thiazol-2-yl]-1,3-benzothiazole hydrochloride Cl.FC1=CC(=CC2=C1N=C(S2)C)C=2SC1=C(N2)SC(=C1)C1CCNCC1